3-[(4-cyanobenzyl)amino]pyridine C(#N)C1=CC=C(CNC=2C=NC=CC2)C=C1